C(C)N1N=C(C(=C1)C1=C(C=CC=C1)C1C2=C(CN(C1)C(\C=C\CN(C)OC)=O)SC(=C2)C#N)C(F)(F)F (E)-4-(2-(1-Ethyl-3-(trifluoromethyl)-1H-pyrazol-4-yl)phenyl)-6-(4-(methoxy(methyl)amino)but-2-enoyl)-4,5,6,7-tetrahydrothieno[2,3-c]pyridine-2-carbonitrile